C(CCCCCCC\C=C/C\C=C/CCCCC)(=O)OCC(COC(N(C1CN(C1)C)C)=O)OC(CCCCCCC\C=C/CCCCCCCC)=O 3-((methyl(1-methylazetidin-3-yl)carbamoyl)oxy)-2-(oleoyloxy)propyl (9Z,12Z)-octadeca-9,12-dienoate